tert-butyl (2R,5S)-4-(6-cyano-7-(2-fluoro-5-methylphenyl)-1-(2-isopropyl-4-methylpyridin-3-yl)-2-oxo-1,2-dihydropyrido[2,3-d]pyrimidin-4-yl)-2,5-dimethylpiperazine-1-carboxylate C(#N)C1=CC2=C(N(C(N=C2N2C[C@H](N(C[C@@H]2C)C(=O)OC(C)(C)C)C)=O)C=2C(=NC=CC2C)C(C)C)N=C1C1=C(C=CC(=C1)C)F